CC1=C(C=NC=C1)C=1C=NC=2N(C1)C=C(N2)COC2=CC=CC=C2 6-(4-methylpyridin-3-yl)-2-phenoxymethylimidazo[1,2-a]pyrimidine